FC1=CC=C(C=C1)C1=CN=CC(=N1)C(=O)N1CCN(C2=CC=CC=C12)C (6-(4-fluorophenyl)pyrazin-2-yl)(4-methyl-3,4-dihydroquinoxalin-1(2H)-yl)methanone